FC(C=1C=C(C=CC1F)NC(OC1=CC=CC=C1)=O)F Phenyl (3-(difluoromethyl)-4-fluorophenyl)carbamate